ClC=1C=C2C(=NC=NC2=C(C1)OC(F)F)N[C@@H](C)C1=NC=NN1C=1SC(=CN1)C(=O)N 2-[5-[(1S)-1-[[6-chloro-8-(difluoromethoxy)quinazolin-4-yl]amino]ethyl]-1,2,4-triazol-1-yl]thiazole-5-carboxamide